Cyclopropyltrifluoroborate potassium salt [K+].C1(CC1)[B-](F)(F)F